O=C1N(CCC(N1)=O)C=1C=C(C(=O)N2CCC3(CC2)CCCCC3)C=CC1C 3-(3-(2,4-Dioxotetrahydropyrimidin-1(2H)-yl)-4-methylbenzoyl)-3-azaspiro[5.5]undecane